C1CCCC12C=CN(CC2)C(=O)[O-] 8-azaspiro[4.5]dec-6-ene-8-carboxylate